(R)-2-((1-(2-cyano-3-(5-(hydroxymethyl)isoindolin-2-yl)-7-methylquinoxalin-5-yl)ethyl)amino)benzoic acid C(#N)C1=NC2=CC(=CC(=C2N=C1N1CC2=CC=C(C=C2C1)CO)[C@@H](C)NC1=C(C(=O)O)C=CC=C1)C